C(C1=CC=CC=C1)N([C@@H](CCCCN)C(=O)O)CC1=CC=CC=C1 dibenzyllysine